N-methyl-5-(4-((6-oxo-5,6,7,8,9,10-hexahydrophenanthridin-3-yl)methyl)piperazin-1-yl)pyridine-2-carboxamide octyl-sulfopropionate C(CCCCCCC)C(C(=O)O)(C)S(=O)(=O)O.CNC(=O)C1=NC=C(C=C1)N1CCN(CC1)CC=1C=CC=2C=3CCCCC3C(NC2C1)=O